P-(2-(hydroxymethyl)morpholino)-N,N-dimethylphosphonamidate OCC1OCCN(C1)P([O-])(=O)N(C)C